FC([C@@H]1[C@H]([C@@H]([C@H]2N=C(S[C@H]2O1)NCC)O)O)F (3aR,5S,6S,7R,7aR)-5-(difluoromethyl)-2-(ethylamino)-3a,6,7,7a-tetrahydro-5H-pyrano[3,2-d]thiazole-6,7-diol